5-amino-N-(2-{4-[(aminosulfonyl)amino]hexahydropyridin-1-yl}-5-fluorophenyl)-6-(6-fluoro-2-methoxyphenyl)pyrazine-2-carboxamide hydrochloride Cl.NC=1N=CC(=NC1C1=C(C=CC=C1F)OC)C(=O)NC1=C(C=CC(=C1)F)N1CCC(CC1)NS(=O)(=O)N